C(#N)C1=C(OC=2C=C3C(N(C=NC3=CC2)C2COC3(C2)CN(CC3)C(=O)OC(C)(C)C)=O)C(=CC=C1F)F tert-butyl 3-[6-(2-cyano-3,6-difluoro-phenoxy)-4-oxo-quinazolin-3-yl]-1-oxa-7-azaspiro[4.4]nonane-7-carboxylate